CC1CCC(C2=CC(=CC=C12)C)C(C)C 1,2,3,4-tetrahydro-1,6-dimethyl-4-(1-methylethyl)naphthalene